((3R,4R)-4-(((6-((4-cyanobenzyl)(isobutyl)amino)-5-fluoropyrimidin-4-yl)amino)methyl)-3-hydroxypiperidin-1-yl)acetamide C(#N)C1=CC=C(CN(C2=C(C(=NC=N2)NC[C@@H]2[C@H](CN(CC2)CC(=O)N)O)F)CC(C)C)C=C1